CN1CCC(CC1)N1CCNCC1 1-(1-methylpiperidine-4-yl)piperazine